N1=C(C=CC=C1)NCC1=CC=CC=C1 pyridyl(benzylamine)